C1COCCN1C2=CC(=CC(=C2)C(=O)NC3=CC4=C(C=C3)C=CN4CCC5=CC=NC=C5)F The molecule is a member of the class of benzamides obtained by formal condensation of the carboxy group of 3-fluoro-5-morpholin-4-ylbenzoic acid with the amino group of 1-[2-(pyridin-4-yl)ethyl]indol-6-amine It has a role as an EC 2.7.11.24 (mitogen-activated protein kinase) inhibitor. It is a member of morpholines, a member of indoles, a member of benzamides, an aminoalkylpyridine and a member of monofluorobenzenes.